OC=1N(N=C2CCC(CC12)NS(=O)(=O)C1=CC=C(C=C1)C)C1=NC=CC=C1 N-(3-hydroxy-2-(pyridin-2-yl)-4,5,6,7-tetrahydro-2H-indazol-5-yl)-4-methyl-benzenesulfonamide